4-Methoxy-2-methyl-5-nitro-benzoic acid COC1=CC(=C(C(=O)O)C=C1[N+](=O)[O-])C